(Z)-N-(3-bromo-4-fluorophenyl)-N'-hydroxy-4-(propylthio)-1,2,5-oxadiazole-3-carboximidamide BrC=1C=C(C=CC1F)N\C(=N/O)\C1=NON=C1SCCC